4-(2-pyridin-2-yl-5,6-dihydro-4H-pyrrolo[1,2-b]pyrazol-3-yl)-quinolin-7-ol N1=C(C=CC=C1)C=1C(=C2N(N1)CCC2)C2=CC=NC1=CC(=CC=C21)O